Cl.C(C)OC1=C(N=C2N1C=C(C=C2)C(=O)NC=2N=NC(=CC2)C=2CCNCC2)C ethoxy-2-methyl-N-(6-(1,2,3,6-tetrahydropyridin-4-yl)pyridazin-3-yl)imidazo[1,2-a]pyridine-6-carboxamide hydrochloride